tert-butyl (1-hydroxypropan-2-yl-1,1,2,3,3,3-d6)carbamate OC(C(C([2H])([2H])[2H])([2H])NC(OC(C)(C)C)=O)([2H])[2H]